NC1=CC=C(C=C1)N1CCC2(C(C=3C=C(SC3N=C12)C)=O)O 12-(4-aminophenyl)-9-hydroxy-5-methyl-4-thia-2,12-diazatricyclo[7.3.0.03,7]dodeca-1,3(7),5-trien-8-one